C(C)C1=CC2=C(C(C=3NC4=CC(CC=C4C3C2=O)=CCC)(C)C)C=C1N1CCC(CC1)N1CCOCC1 9-ethyl-6,6-dimethyl-8-(4-morpholinopiperidin-1-yl)-3-(propan-1-yl-1-yl)-5,6-Dihydro-11H-benzo[b]carbazol-11-one